C(C)(=O)OC[C@@H]1O[C@@H]([C@H]([C@H]([C@H]1CC(=O)O)CC(=O)O)CC(=O)O)OCCCBr.SC(CC(=O)OCCCCOC(CC(C)S)=O)C 1,4-bis(3-mercaptobutyryloxy)butane (2R,3R,4S,5S,6S)-2-(acetoxymethyl)-6-(3-bromopropoxy)tetrahydro-2H-pyran-3,4,5-triyl-triacetate